3-methylanthraquinone CC=1C=CC=2C(C3=CC=CC=C3C(C2C1)=O)=O